(2r,4s)-4-(4-chloro-3-iodo-1H-pyrrolo[3,2-c]pyridin-1-yl)-2-(methoxymethyl)pyrrolidine-1-carboxylic acid tert-butyl ester C(C)(C)(C)OC(=O)N1[C@H](C[C@@H](C1)N1C=C(C=2C(=NC=CC21)Cl)I)COC